N1N2C(N=C1)=NCC2 5,6-dihydroimidazo[1,2-b][1,2,4]Triazole